N-Benzyl-3-chloro-N-(2-chloroethyl)propan-1-amine C(C1=CC=CC=C1)N(CCCCl)CCCl